9,10-Bis(octanoyloxy)anthracene C(CCCCCCC)(=O)OC=1C2=CC=CC=C2C(=C2C=CC=CC12)OC(CCCCCCC)=O